ClC1=CC=C(S1)C1=CC(=C(C=O)C(=C1)F)F 4-(5-chlorothien-2-yl)-2,6-difluorobenzaldehyde